5-chloro-N-(2-methyl-1,2,3,4-tetrahydroisoquinolin-7-yl)-8-phenylquinazolin-2-amine ClC1=C2C=NC(=NC2=C(C=C1)C1=CC=CC=C1)NC1=CC=C2CCN(CC2=C1)C